C(C)N1C2=C([C@@H]([C@@H](C1=O)NC(C1=CC(=CC=C1)C(F)(F)F)=O)C1=CC=C(C=C1)F)C(=NN2C2=CC=CC=C2)C(C(=O)O)=C 2-((4S,5S)-7-ethyl-4-(4-fluorophenyl)-6-oxo-1-phenyl-5-(3-(trifluoromethyl)benzamido)-4,5,6,7-tetrahydro-1H-pyrazolo[3,4-b]pyridin-3-yl)acrylic acid